C(C1=CC=CC=C1)(=O)NC=1C=2N=CN([C@H]3[C@H](OP(=O)O)[C@H](O[Si](C)(C)C(C)(C)C)[C@@H](CO)O3)C2N=CN1 N-Benzoyl-3'-O-[tert-butyl(dimethyl)silyl]-2'-O-[hydroxy(oxo)-λ5-phosphanyl]adenosine